C(CCC)C=1N(C2=C(C(=NC=3C=C(C=CC23)CCCCCNC(OC(C)(C)C)=O)NC2=C(C=C(C=C2)OC)OC)N1)CC1=C(C=C(C=C1)OC)OC tert-Butyl (5-(2-butyl-1-(2,4-dimethoxybenzyl)-4-((2,4-dimethoxyphenyl)amino)-1H-imidazo[4,5-c]quinolin-7-yl)pentyl)carbamate